(3-(5-(trifluoromethyl)pyrimidin-2-yl)-3,8-diazabicyclo[3.2.1]octan-8-yl)methanone hydrochloride Cl.FC(C=1C=NC(=NC1)N1CC2CCC(C1)N2C=O)(F)F